ClCC(=O)NCCCCCCCCCC chloroacetyl-decylamine